(S)-N-methyl-1-(4-(perfluoroethyl)phenyl)ethan-1-amine CN[C@@H](C)C1=CC=C(C=C1)C(C(F)(F)F)(F)F